Cl.N[C@@H](C[C@H](C(=O)O)C)CC1=CC=C(C=C1)C1=CC=CC=C1 (2r,4s)-4-amino-5-biphenyl-4-yl-2-methylpentanoate hydrochloride